3-(3-(4-(hydroxymethyl)phenoxy)azetidin-1-yl)-2-(1H-pyrrol-1-yl)benzamide sodium [Na].OCC1=CC=C(OC2CN(C2)C=2C(=C(C(=O)N)C=CC2)N2C=CC=C2)C=C1